2-(2,4-DIOXO-1,3-DIAZASPIRO[4.5]DECAN-3-YL)ACETALDEHYDE O=C1NC2(C(N1CC=O)=O)CCCCC2